Cyclopropyl(6-(1-(6-(trifluoromethyl)-1H-imidazo[4,5-b]pyridin-2-yl)cyclobutyl)-3,4-dihydroquinolin-1(2H)-yl)methanone C1(CC1)C(=O)N1CCCC2=CC(=CC=C12)C1(CCC1)C=1NC=2C(=NC=C(C2)C(F)(F)F)N1